C(C=C)N1[C@@H](C=2NC3=CC=CC=C3C2C[C@H]1C)C1=C(C=C(C=C1F)OC1CNC1)F (1R,3R)-2-allyl-1-(4-(azetidin-3-yloxy)-2,6-difluorophenyl)-3-methyl-2,3,4,9-tetrahydro-1H-pyrido[3,4-b]indole